5-((2,6-diethyl-3,4-dihydroquinolin-1(2H)-yl)sulfonyl)-2-((tetrahydro-2H-pyran-4-yl)methoxy)benzonitrile C(C)C1N(C2=CC=C(C=C2CC1)CC)S(=O)(=O)C=1C=CC(=C(C#N)C1)OCC1CCOCC1